CC1=C(C=CC=C1)OC methylanisole